(R) and (S)-N-(amino(4-(hydroxymethyl)-2-(2-hydroxypropan-2-yl)thiazol-5-yl)(oxo)-λ6-sulfaneylidene)-2-(4-fluoro-2,6-diisopropylphenyl)acetamide N[S@](=NC(CC1=C(C=C(C=C1C(C)C)F)C(C)C)=O)(=O)C1=C(N=C(S1)C(C)(C)O)CO |r|